[Cu].[Bi].[Li] lithium bismuth copper